(±)-Benzyl 2-(3-oxo-2,3-diphenylpropyl)pyrrolidine-1-carboxylate O=C(C(CC1N(CCC1)C(=O)OCC1=CC=CC=C1)C1=CC=CC=C1)C1=CC=CC=C1